N-(2-(cyclopent-1-en-1-yl)ethyl)-N-phenyl-4-(trifluoromethyl)benzenesulfonamide C1(=CCCC1)CCN(S(=O)(=O)C1=CC=C(C=C1)C(F)(F)F)C1=CC=CC=C1